[N-]=C=O.[N-]=C=O.C=C.C=C diethylene Diisocyanate